C1(CC1)N1N=CC(=C1)C1=NC(=CC(=N1)N1CC2(C=3C=NC(=CC31)NC(C)=O)CC2)C N-(1'-(2-(1-cyclopropyl-1H-pyrazol-4-yl)-6-methylpyrimidin-4-yl)-1',2'-dihydrospiro[cyclopropane-1,3'-pyrrolo[3,2-c]pyridin]-6'-yl)acetamide